[N+](=O)([O-])C=1C=C(C=CC1NCC1CCOCC1)S(=O)(=O)C=1C(=C(C(=O)N)C=CC1)OC=1C=C2C(=NC1)NC=C2 [[3-nitro-4-[[(tetrahydro-2H-pyran-4-yl)methyl]amino]phenyl]sulfonyl]-2-(1H-pyrrolo[2,3-b]pyridin-5-yloxy)benzamide